(2-chloropyridin-4-yl)[2,3-dichloro-6-(prop-2-en-1-yloxy)phenyl]methanol ClC1=NC=CC(=C1)C(O)C1=C(C(=CC=C1OCC=C)Cl)Cl